(E)-4-styryl-benzoxathiazine 2,2-dioxide C(=C\C1=CC=CC=C1)/C1=NS(OC2=C1C=CC=C2)(=O)=O